bis-[2-(1H-imidazol-4-yl)ethyl]malonamide N1C=NC(=C1)CCC(C(=O)N)(C(=O)N)CCC=1N=CNC1